C(C=C)(=O)N1[C@H]([C@@H](OCC1)C1=CC(=NC(=C1)Cl)C1=CC(=NC(=C1OC)F)C(=O)NC)C 4-((2S,3S)-4-acryloyl-3-methylmorpholin-2-yl)-6-chloro-6'-fluoro-5'-methoxy-N-methyl-[2,4'-bipyridine]-2'-carboxamide